O=C1CCN1 4-oxoazetidine